(2Z)-6-(4-hydroxy-3-methylphenyl)-2-(hydroxyimino)-2,3-dihydro-1H-inden-1-one OC1=C(C=C(C=C1)C1=CC=C2C/C(/C(C2=C1)=O)=N/O)C